N-methyl-N-(4-(5-methyl-2-(phenylamino)pyrimidin-4-ylamino)benzyl)acrylamide CN(C(C=C)=O)CC1=CC=C(C=C1)NC1=NC(=NC=C1C)NC1=CC=CC=C1